2-(benzofuran-7-yl)-1-(6-bromo-2-methoxyquinolin-3-yl)-1-(2,6-diethoxypyridin-4-yl)-4-(dimethylamino)butan-2-ol O1C=CC2=C1C(=CC=C2)C(C(C2=CC(=NC(=C2)OCC)OCC)C=2C(=NC1=CC=C(C=C1C2)Br)OC)(CCN(C)C)O